(1r,2s,6r,7s)-4-[6-(4-hydroxyphenyl)-1,3-benzothiazol-2-yl]-4-azatricyclo[5.2.1.02,6]dec-8-ene-3,5-dione OC1=CC=C(C=C1)C1=CC2=C(N=C(S2)N2C([C@H]3[C@H]4C=C[C@@H]([C@H]3C2=O)C4)=O)C=C1